(S)-(3-(3-chloro-4-methoxyphenyl)-2,7-dimethyl-2,4,5,7-tetrahydro-6H-pyrazolo[3,4-c]pyridin-6-yl)(quinoxalin-6-yl)methanone ClC=1C=C(C=CC1OC)C=1N(N=C2[C@@H](N(CCC21)C(=O)C=2C=C1N=CC=NC1=CC2)C)C